2-(2-((2-Methyl-5-(2-methyl-6-((4-methylpiperazin-1-yl)sulfonyl)pyridin-3-yl)phenyl)(propyl)amino)thiazol-4-yl)pyrimidine-4,6-diamine CC1=C(C=C(C=C1)C=1C(=NC(=CC1)S(=O)(=O)N1CCN(CC1)C)C)N(C=1SC=C(N1)C1=NC(=CC(=N1)N)N)CCC